methyladipate COC(CCCCC(=O)[O-])=O